(2S,3R,4R,5S)-2-(hydroxymethyl)-1-((4-phenylcyclohexyl)methyl)piperidine-3,4,5-triol OC[C@@H]1N(C[C@@H]([C@H]([C@@H]1O)O)O)CC1CCC(CC1)C1=CC=CC=C1